(3S)-3-(2,6-dichloropyridin-4-yl)-N-[(methylaminomethylsulfonyl)amino]butanamide ClC1=NC(=CC(=C1)[C@H](CC(=O)NNS(=O)(=O)CNC)C)Cl